2-(3-((R)-cyclobutyl(4-methyl-4H-1,2,4-triazol-3-yl)methyl)phenyl)-6-(((R)-4,4-difluoro-3-methylpiperidin-1-yl)methyl)-4-(trifluoromethyl)isoindolin-1-one C1(CCC1)[C@H](C=1C=C(C=CC1)N1C(C2=CC(=CC(=C2C1)C(F)(F)F)CN1C[C@H](C(CC1)(F)F)C)=O)C1=NN=CN1C